5-chloro-1-(4-iodophenyl)-3-methyl-1H-pyrazole ClC1=CC(=NN1C1=CC=C(C=C1)I)C